5-(4-(cyclopentylmethyl)phenyl)-3-((2S,3S)-3-(fluoromethyl)-2-methylazetidin-1-carbonyl)-2-(pyrazin-2-yl)pyrazolo[1,5-a]pyrimidin-7(4H)-one C1(CCCC1)CC1=CC=C(C=C1)C=1NC=2N(C(C1)=O)N=C(C2C(=O)N2[C@H]([C@H](C2)CF)C)C2=NC=CN=C2